[N+](=O)([O-])[O-].[Ni+2].[N+](=O)([O-])[O-] Nickel (II) nitrate